(4S)-4-amino-3,3-difluoro-piperidine-1-carboxylic acid tert-butyl ester C(C)(C)(C)OC(=O)N1CC([C@H](CC1)N)(F)F